8-ethoxy-N-((3R,4S)-3-methylpiperidin-4-yl)-7-(1H-pyrazol-4-yl)-[1,2,4]triazolo[1,5-a]pyridin-2-amine C(C)OC=1C=2N(C=CC1C=1C=NNC1)N=C(N2)N[C@@H]2[C@@H](CNCC2)C